C(CCC#C)(=O)OCC1(N=N1)CN1C(NC=C(C1=O)F)=O (3-((5-fluoro-2,6-dioxo-3,6-dihydropyrimidin-1(2H)-yl)methyl)-3H-diazirin-3-yl)methyl pent-4-ynoate